N-[5-(5-fluoro-1H-benzimidazol-2-yl)-1-methyl-pyrazol-3-yl]-6-[4-(2-methoxyethyl)piperazin-1-yl]pyridine-3-carboxamide FC1=CC2=C(NC(=N2)C2=CC(=NN2C)NC(=O)C=2C=NC(=CC2)N2CCN(CC2)CCOC)C=C1